(3-fluoropyrrolidin-3-yl)ethan-1-ol ethyl-2-(7-fluoro-4,4-dimethylchroman-5-yl)-2-(3-(5-(5,6,7,8-tetrahydro-1,8-naphthyridin-2-yl)pentyloxy)azetidin-1-yl)acetate C(C)C(C(=O)OC(C)C1(CNCC1)F)(N1CC(C1)OCCCCCC1=NC=2NCCCC2C=C1)C1=C2C(CCOC2=CC(=C1)F)(C)C